3-chloro-4-(4,4,5,5-tetramethyl-1,3,2-dioxaborolan-2-yl)phenol ClC=1C=C(C=CC1B1OC(C(O1)(C)C)(C)C)O